4-[5-(3,5-dichloro-4-fluorophenyl)-4,5-dihydro-5-(trifluoro-methyl)-3-isoxazolyl]-2,3-dihydrofuro[3,2-c]pyridine-7-carboxylic acid ClC=1C=C(C=C(C1F)Cl)C1(CC(=NO1)C1=NC=C(C2=C1CCO2)C(=O)O)C(F)(F)F